IC1=CC=C(C(=O)Cl)C=C1 4-iodo-benzoyl chloride